N-(3-(difluoromethyl)-1-((1R,4R)-4-formylcyclohexyl)-1H-pyrazol-4-yl)-5-(2-oxo-6-Azaspiro[3.3]heptane-6-yl)pyrazolo[1,5-a]pyrimidine-3-carboxamide FC(C1=NN(C=C1NC(=O)C=1C=NN2C1N=C(C=C2)N2CC1(CC(C1)=O)C2)C2CCC(CC2)C=O)F